2-bromo-N-benzyl-N-methacryloylbenzamide BrC1=C(C(=O)N(C(C(=C)C)=O)CC2=CC=CC=C2)C=CC=C1